2-((4-Bromophenoxy)methyl)-6-(difluoromethyl)-1,4-dioxane BrC1=CC=C(OCC2OC(COC2)C(F)F)C=C1